4-bromo-2-(1-isopropylbenzotriazol-5-yl)-1,3-benzoxazole BrC1=CC=CC2=C1N=C(O2)C2=CC1=C(N(N=N1)C(C)C)C=C2